C1=CC(=CC(=C1)OC2=CC=CC(=C2)N)N 3,3'-diamino diphenyl ether